4-anthryl-4'-phenothiazinyl-azobenzene C1(=CC=CC2=CC3=CC=CC=C3C=C12)C1=CC=C(C=C1)N=NC1=CC=C(C=C1)C1=CC=CC=2SC3=CC=CC=C3NC12